NC=1C=CC(=C(C1)S(=O)(=O)N)C=1C(=NOC1C)C 5-amino-2-(3,5-dimethyl-1,2-oxazol-4-yl)benzenesulfonamide